N-(2-fluoro-4-(2-(2,2,2-trifluoroacetyl)hydrazine-1-carbonyl)benzyl)-N-(3-fluorophenyl)methanesulfonamide FC1=C(CN(S(=O)(=O)C)C2=CC(=CC=C2)F)C=CC(=C1)C(=O)NNC(C(F)(F)F)=O